CN(CCOC=1C=C(C=CC1)N1N=C(C=C1)N)C 1-[3-[2-(dimethylamino)ethoxy]phenyl]pyrazol-3-amine